1-((6-(2,6-dichloro-4-(6-cyano-3,5-dioxo-4,5-dihydro-1,2,4-triazin-2(3H)-yl)phenoxy)-4-(propan-2-yl-1,1,1,3,3,3-d6)pyridazin-3-yl)oxy)ethyl isopropyl carbonate C(OC(C)OC=1N=NC(=CC1C(C([2H])([2H])[2H])C([2H])([2H])[2H])OC1=C(C=C(C=C1Cl)N1N=C(C(NC1=O)=O)C#N)Cl)(OC(C)C)=O